C(C)(C)(C)OC(NC1CN(CC(C1)(F)F)C1=C2N=CC=NC2=C(C=C1)C#N)=O {1-(8-Cyano-quinoxalin-5-yl)-5,5-difluoro-piperidin-3-yl}-carbamic acid tert-butyl ester